FC1=C(CNC(=O)[C@@H]2C[C@H](C2)OCC2=CC=C(C=C2)C(F)(F)F)C=CC(=C1C=1NC(C=C(N1)C(F)(F)F)=O)C(F)(F)F trans-N-{2-fluoro-3-[6-oxo-4-(trifluoromethyl)-1,6-dihydropyrimidin-2-yl]-4-(trifluoromethyl)benzyl}-3-{[4-(trifluoromethyl)benzyl]oxy}cyclobutane-1-carboxamide